ethyl 2-(3-chloro-5-ethyl-4-(4-hydroxy-3-isopropylbenzyl)phenoxy)acetate ClC=1C=C(OCC(=O)OCC)C=C(C1CC1=CC(=C(C=C1)O)C(C)C)CC